BrC=1C=C(C(=C(C1)C)F)C(F)(F)F 5-bromo-2-fluoro-1-methyl-3-(trifluoromethyl)benzene